CC(=CC(=O)OC)C1=CC=CC=C1 Methyl 3-methyl-3-phenylacrylate